(3-chloro-4-fluorophenyl)methanone ClC=1C=C(C=CC1F)C=O